N(=C=S)C1=CC=C(CC2N(N(CCN(CCN(CCN(CCN(C2)CC(=O)O)CC(=O)O)CC(=O)O)CC(=O)O)CC(=O)O)CC(=O)O)C=C1 2-(4-isothiocyanatobenzyl)-1,4,7,10,13,16-hexaazacyclohexadecane-1,4,7,10,13,16-hexaacetic acid